2-(3,4-difluorophenyl)pyridin FC=1C=C(C=CC1F)C1=NC=CC=C1